phenyl salicylate C(C=1C(O)=CC=CC1)(=O)OC1=CC=CC=C1